3-chloro-6-(3-morpholinopropoxy)-5H-pyrido[4,3-b]Indole-8-carboxylic acid methyl ester COC(=O)C1=CC=2C3=C(NC2C(=C1)OCCCN1CCOCC1)C=C(N=C3)Cl